benzo[d]isoxazole-5-carboxamide O1N=CC2=C1C=CC(=C2)C(=O)N